(3S)-N-((1R,2R,4S)-7-cyano-7-azabicyclo[2.2.1]heptan-2-yl)-1-(3,5-dichloro-4-fluorophenyl)-3-pyrrolidinecarboxamide C(#N)N1[C@H]2[C@@H](C[C@@H]1CC2)NC(=O)[C@@H]2CN(CC2)C2=CC(=C(C(=C2)Cl)F)Cl